C(C)C1=C(OC2=C1C=CC=C2NC2CCN(CC2)C)C#CCNC2=CC=C(C=C2)S(=O)(=O)N 4-((3-(3-ethyl-7-((1-methylpiperidin-4-yl)amino)benzofuran-2-yl)prop-2-yn-1-yl)amino)benzenesulfonamide